methyl 4-hydroxy-γ-(4-hydroxyphenyl)-γ-methyl-phenylbutyrate OC1=CC=C(C=C1)C(C(=O)OC)CC(C)C1=CC=C(C=C1)O